C1(NC(C2=CC=CC=C12)=O)=O (E)-2,3-dihydro-1H-isoindole-1,3-dione